NC1=C(C=C(C=C1)C=1SC=CC1)NC(=O)C1=NC=C(C=C1)S(=O)(=N)C N-[2-amino-5-(2-thienyl)phenyl]-5-(methylsulfonimidoyl)pyridine-2-carboxamide